C(CCCCCCCCCCCCCCC)(=O)OC[C@@H](OCCCCCCCCCCCCCCCC)COP(=O)(O)OCC[N+](C)(C)C 1-palmitoyl-2-hexadecyl-sn-glycero-3-phosphorylcholine